C(C)ON=C(COC1=CC(=NN1C)C(F)(F)F)C1=CC=C(C=C1)C1=CC=CC=C1 1-([1,1'-biphenyl]-4-yl)-2-((1-methyl-3-(trifluoromethyl)-1H-pyrazol-5-yl)oxy)ethan-1-one-O-ethyloxime